ClC=1C=C(OC2=CC=C3C(C(C(C3=C2C(F)F)=O)(F)F)(F)F)C=C(C1)F 6-(3-chloro-5-fluorophenoxy)-7-(difluoromethyl)-2,2,3,3-tetrafluoro-2,3-dihydro-1H-inden-1-one